1-(4-(2-((1-cyclopropyl-1H-pyrazol-4-yl)amino)-5-methylpyrimidin-4-yl)-2-fluorobenzoyl)azetidine-3-carbonitrile C1(CC1)N1N=CC(=C1)NC1=NC=C(C(=N1)C1=CC(=C(C(=O)N2CC(C2)C#N)C=C1)F)C